CC1=C(C2=C(C(N=C(S2)N2CCC(CC2)C2=NC(=NO2)C2=CC=CC=C2)=O)C=C1C(F)(F)F)[N+](=O)[O-] 7-methyl-8-nitro-2-(4-(3-phenyl-1,2,4-oxadiazol-5-yl)piperidin-1-yl)-6-(trifluoromethyl)-4H-benzo[e][1,3]thiazin-4-one